benzyl 4-[2-[1-(3-methyl-2-oxo-1H-benzimidazol-4-yl)-4-piperidyl]ethyl]piperazine-1-carboxylate CN1C(NC2=C1C(=CC=C2)N2CCC(CC2)CCN2CCN(CC2)C(=O)OCC2=CC=CC=C2)=O